FC1=CC=CC2=CC=CC=C12 α-fluoronaphthalene